CC1C2=CC=CC=C2C(C=2C=CC=CC12)C dimethyl-9,10-dihydro-anthracene